ClC(C)(C)C1=CC(=CC(=C1)C(C)(C)C)C(C)(Cl)C 1,3-bis(1-chloro-1-methylethyl)-5-tert-butylbenzene